COCOC(C1=C(C(=C(C(=C1OC)C)O)CC)C)=O.CC1=NC=2C=CC=CC2C=2N1N=C(N2)CNC(C2=C(C=CC=C2)OC(F)(F)F)=O N-((5-methyl-[1,2,4]triazolo[1,5-c]quinazolin-2-yl)methyl)-2-(trifluoromethoxy)benzamide methoxymethyl-3-ethyl-4-hydroxy-6-methoxy-2,5-dimethylbenzoate